BrC=1C=C(CN(CC(=O)N[C@H]2[C@H]3CC[C@@H](C2)N3C#N)CC(C)C)C=CC1 N~2~-(3-bromobenzyl)-N-((1R,2R,4S)-7-cyano-7-azabicyclo[2.2.1]heptan-2-yl)-N~2~-(2-methylpropyl)glycinamide